COC=1C=C(C=C(C1)OC)C1=CC=CC=C1 3,5-dimethoxy-1,1'-biphenyl